FC(N1N=CC=C1[C@H](C)NC1=NC(=NC(=N1)N)C=1C=CC=2N(C1)C(=NC2)C)F (S)-N2-(1-(1-(difluoromethyl)-1H-pyrazol-5-yl)ethyl)-6-(3-methylimidazo[1,5-a]pyridin-6-yl)-1,3,5-triazine-2,4-diamine